C1=CC=CC=2C=CC=3C(=CC4=C(C5=C(S4)C=CC=C5)C3)C12 benzo[B]naphthobenzo[2,3-D]thiophene